z-2,2-difluoro-4-(thiophen-2-yl)but-3-enoic acid ethyl ester C(C)OC(C(\C=C/C=1SC=CC1)(F)F)=O